C(C)N(CCC1=NN(C2=CC(=CC(=C12)OC)F)COCC[Si](C)(C)C)C N-ethyl-2-(6-fluoro-4-methoxy-1-((2-(trimethylsilyl)ethoxy)methyl)-1H-indazol-3-yl)-N-methylethan-1-amine